ethyl 2-(4,5-dichloro-6-oxo-pyridazin-1-yl)acetate ClC=1C=NN(C(C1Cl)=O)CC(=O)OCC